ClC=1C(=NC=C(C1[C@@H](C)OC=1C=C2C(=NNC2=CC1)C=1C=NC(=CC1)N1CC2(C1)CC(C2)OC)Cl)C 5-[(1R)-1-(3,5-dichloro-2-methyl-4-pyridyl)ethoxy]-3-[6-(6-methoxy-2-azaspiro[3.3]heptan-2-yl)-3-pyridyl]-1H-indazole